S(CCC(=O)[O-])CCC(=O)OCCCCCCCCCCCCCCCCCCCCCCCCCCCCCC lauryl-stearyl thiodipropionate